CCCCCCCCCCCCCCCCCC/C=C\OC[C@H](COP(=O)([O-])OCC[N+](C)(C)C)OC(=O)CCCCCCCCCCCCCCC 1-(1Z-eicosenyl)-2-hexadecanoyl-glycero-3-phosphocholine